The molecule is a non-proteinogenic L-alpha-amino acid that is L-alanine in which one of the methyl hydrogens is replaced by a 5-tert-butyl-3-hydroxy-isooxazol-4-yl group. It has a role as a metabolite. It is a member of isoxazoles and a non-proteinogenic L-alpha-amino acid. CC(C)(C)C1=C(C(=O)NO1)C[C@@H](C(=O)O)N